C(C1=CC=CC=C1)OC1C(OC(C1OCC1=CC=CC=C1)CO)C#N 3,4-bis(benzyloxy)-5-(hydroxymethyl)tetrahydrofuran-2-carbonitrile